(R)-2-isopropyl-1-methyl-4-(4-(4,4,5,5-tetramethyl-1,3,2-dioxaborolan-2-yl)phenyl)piperazine C(C)(C)[C@H]1N(CCN(C1)C1=CC=C(C=C1)B1OC(C(O1)(C)C)(C)C)C